bromobenzene phosphate P(=O)(O)(O)O.BrC1=CC=CC=C1